C(#N)C=1C2=C(N(N=C2C=C(C1)C1=NNC=C1)C)C1=CC(=C(C(=O)N[C@H]2[C@H](C2)F)C(=C1)OC)OC(F)F 4-[4-cyano-2-methyl-6-(1H-pyrazol-3-yl)indazol-3-yl]-2-(difluoromethoxy)-N-[(1R,2S)-2-fluorocyclopropyl]-6-methoxybenzamide